2-(4,4-difluoropiperidin-1-yl)-N-(2-(4,4-dimethyl-1,4-azasilinan-1-yl)-4-((2-hydroxyethyl)sulfonamido)phenyl)pyrimidine-4-carboxamide FC1(CCN(CC1)C1=NC=CC(=N1)C(=O)NC1=C(C=C(C=C1)NS(=O)(=O)CCO)N1CC[Si](CC1)(C)C)F